6-[4-fluoro-2-[3-fluoro-5-(methylsulfanyl)phenyl]pyrrolidin-1-yl]-N-{1-[(3-hydroxyphenyl)methyl]piperidin-4-yl}imidazo[1,2-b]pyridazine-3-carboxamide FC1CC(N(C1)C=1C=CC=2N(N1)C(=CN2)C(=O)NC2CCN(CC2)CC2=CC(=CC=C2)O)C2=CC(=CC(=C2)SC)F